dimorpholinophosphinic chloride O1CCN(CC1)P(=O)(N1CCOCC1)Cl